NC1=C(C(=NC(=C1Cl)N1N=CC2=C(C=CC=C12)Cl)C(=O)O)Cl 4-amino-3,5-dichloro-6-(4-chloro-1H-indazol-1-yl)pyridine-2-carboxylic acid